4-(N-(3-chloro-4-(trifluoromethyl)phenyl)sulfamoyl)-2,5-dimethyl-1H-pyrrole-3-carboxylic acid ClC=1C=C(C=CC1C(F)(F)F)NS(=O)(=O)C=1C(=C(NC1C)C)C(=O)O